CN(C1CN(CC1)C1=CC=C2C(=N1)SC(=N2)C(=O)OCC)C ethyl 5-[3-(dimethylamino)pyrrolidin-1-yl]thiazolo[5,4-b]pyridine-2-carboxylate